tert-Butyl 3-(4-bromophenyl)sulfonyl-3-methyl-azetidine-1-carboxylate BrC1=CC=C(C=C1)S(=O)(=O)C1(CN(C1)C(=O)OC(C)(C)C)C